1-benzyl-5-(benzyloxy)quinolin C(C1=CC=CC=C1)N1CC=CC2=C(C=CC=C12)OCC1=CC=CC=C1